C(C)(C)(C)NC/C=C/C(=O)NC1=C(C=C(C=C1F)C(=O)C1=CC=C2C(=CC=CN12)C1=C(C2=C(N(C(=N2)CC(F)(F)F)C)C=C1C)Cl)F (E)-4-(tert-butylamino)-N-(4-(8-(4-chloro-1,6-dimethyl-2-(2,2,2-trifluoroethyl)-1H-benzo[d]imidazol-5-yl)indolizine-3-carbonyl)-2,6-difluorophenyl)but-2-enamide